C1(NCC2C1CCC2)C(=O)N octahydro-cyclopenta[c]pyrrole-1-carboxamide